pentylphosphin oxide C(CCCC)[PH2]=O